2,6-dichloro-N-methyl-3-(3-trimethylsilylprop-1-ynyl)pyridine-4-carboxamide ClC1=NC(=CC(=C1C#CC[Si](C)(C)C)C(=O)NC)Cl